7-((2-hydroxy-5-chlorophenyl)imino)-4-methylcoumarin OC1=C(C=C(C=C1)Cl)N=C1C=CC2=C(CC(OC2=C1)=O)C